4-[[3-(2,3-difluoro-4-methoxyphenyl)imidazo[1,2-a]pyrazin-8-yl]amino]-2-ethyl-N-prop-2-ynylbenzamide FC1=C(C=CC(=C1F)OC)C1=CN=C2N1C=CN=C2NC2=CC(=C(C(=O)NCC#C)C=C2)CC